4''-((3,5-difluoropyridin-2-yl)methoxy)-3-(2-hydroxypropan-2-yl)-5',6''-dimethyl-2H,2''H-[1,2':4',1''-terpyridine]-2,2''-dione FC=1C(=NC=C(C1)F)COC1=CC(N(C(=C1)C)C1=CC(=NC=C1C)N1C(C(=CC=C1)C(C)(C)O)=O)=O